NC1CC2(CN(C2)C2=C(C=C(C=C2)NC2=NC=C(C(=N2)NC2=C(C=CC=C2)P(C)C)Cl)Cl)C1 (2-((2-((4-(6-amino-2-azaspiro[3.3]heptan-2-yl)-3-chlorophenyl)amino)-5-chloropyrimidin-4-yl)amino)phenyl)dimethylphosphine